3-(4-azidophenyl)-3-ethylpiperidine-2,6-dione N(=[N+]=[N-])C1=CC=C(C=C1)C1(C(NC(CC1)=O)=O)CC